FC1([C@@H](CN(CC1)C(=O)OC(C)(C)C)NC(=O)C=1OC2=C(N1)C=CC=C2C2=C(C=CC=C2)OCC(F)(F)F)F |r| tert-butyl (R and S)-4,4-difluoro-3-(7-(2-(2,2,2-trifluoroethoxy)phenyl)benzo[d]oxazole-2-carboxamido)piperidine-1-carboxylate